C(CN(CCNS(=O)(=O)C1=CC=C(C=C1)C)CCNS(=O)(=O)C1=CC=C(C=C1)C)N(CCNS(=O)(=O)C1=CC=C(C=C1)C)CCNS(=O)(=O)C1=CC=C(C=C1)C N,N',N'',N'''-((ethane-1,2-diylbis(azanetriyl))tetrakis(ethane-2,1-diyl))tetrakis(4-methylbenzenesulfonamide)